NC1=NC=CC(=C1)C[C@@H]1[C@H](N(C1=O)C(=O)N[C@H](CC)C1=CC(=C(C=C1)C)Cl)C(=O)N(C)C=1N(C=CN1)C (2S,3R)-3-((2-aminopyridin-4-yl)methyl)-N2-(1-methyl-1H-imidazol-2-yl)-N1-((R)-1-(3-chloro-4-methylphenyl)propyl)-N2-methyl-4-oxoazetidine-1,2-dicarboxamide